C(C)(C)(C)OC(=O)N1C[C@@H](CCC1)C1=CC=C(C=C1)C=1C=CC=2N(N1)C(=CC2Cl)C(=O)N 2-(4-[(3S)-tert-butoxyformylpiperidin-3-yl]-phenyl)-5-chloro-pyrrolo[1,2-b]pyridazine-7-carboxamide